2-methoxy-7-(1-methylcyclobutyl)-8-(thiophen-3-ylcarbamoyl)quinoline-3-carboxylic acid COC1=NC2=C(C(=CC=C2C=C1C(=O)O)C1(CCC1)C)C(NC1=CSC=C1)=O